COC(=O)C12CCC(CC1)(CC2)C(N)=O 4-Carbamoyl-bicyclo[2.2.2]octane-1-carboxylic acid methyl ester